O=C1OC2(CN1)CCN(CC2)C2CC1COCC(C2)N1C(=O)OC Methyl 7-(2-oxo-1-oxa-3,8-diazaspiro[4.5]dec-8-yl)-3-oxa-9-azabicyclo[3.3.1]nonane-9-carboxylate